ClC1=C(C=CC=C1)C1=C(C=C2C(=N1)N(CS2)S(=O)(=O)C)C 5-(2-chlorophenyl)-6-methyl-3-(methylsulfonyl)-2,3-dihydro[1,3]thiazolo[4,5-b]pyridine